C(C)(C)(C)OC(=O)NCCCC1=C(C(=O)O)C=CC=C1 2-(3-((tert-butoxycarbonyl)amino)propyl)benzoic acid